Cl.FC1(C(CNCC1)CN(C1=NC(=NC(=C1)N1CCOC2(C1)CCCCC2)C(F)(F)F)C)F N-((4,4-difluoropiperidin-3-yl)methyl)-N-methyl-6-(1-oxa-4-azaspiro[5.5]undecan-4-yl)-2-(trifluoromethyl)pyrimidin-4-amine hydrochloride